N-((cyclopropylmethyl)(2-fluorophenyl)(oxo)-λ6-sulfaneylidene)-4-(5-(trifluoromethyl)-1,2,4-oxadiazol-3-yl)benzamide C1(CC1)CS(=NC(C1=CC=C(C=C1)C1=NOC(=N1)C(F)(F)F)=O)(=O)C1=C(C=CC=C1)F